COC=1C=CC=2N(C(C(=C(N2)C(F)(F)F)C=2C=NN(C2)CC(C(F)(F)F)(F)F)=O)C1 7-methoxy-3-[1-(2,2,3,3,3-pentafluoropropyl)-1H-pyrazol-4-yl]-2-(trifluoromethyl)-4H-pyrido[1,2-a]pyrimidin-4-one